3-(4-Ethylpiperazin-1-yl)-N-Methylpropanamid C(C)N1CCN(CC1)CCC(=O)NC